2-Ethylbutyl ((S)-(((2R,3S,5R)-5-(6-amino-2-fluoro-9H-purin-9-yl)-2-ethynyl-3-(((hexyloxy)carbonyl)oxy) tetrahydrofuran-2-yl)methoxy)(phenoxy)phosphoryl)-L-phenylalaninate NC1=C2N=CN(C2=NC(=N1)F)[C@H]1C[C@@H]([C@@](O1)(C#C)CO[P@](=O)(OC1=CC=CC=C1)N[C@@H](CC1=CC=CC=C1)C(=O)OCC(CC)CC)OC(=O)OCCCCCC